ClC1=NN2C(C3=CC=CC(=C13)F)=NN=N2 6-chloro-7-fluorotetrazolo[5,1-a]phthalazine